N1,N1-Dimethylcyclohexane-1,2-diamine CN(C)C1CCCCC1N